3-[3-methyl-5-[4-(methylamino)-1-piperidyl]-2-oxo-benzimidazol-1-yl]piperidine-2,6-dione TFA salt OC(=O)C(F)(F)F.CN1C(N(C2=C1C=C(C=C2)N2CCC(CC2)NC)C2C(NC(CC2)=O)=O)=O